8-isopropoxy-quinazoline-2,4-diol C(C)(C)OC=1C=CC=C2C(=NC(=NC12)O)O